C(C)N(C1=CC=CC2=CC=CC=C12)C N-ethyl-N-methyl-1-naphthalenamine